BrC1=C(C=NC(=C1)C(F)(F)F)C=1C=C2CCN(C(C2=CC1)=O)C=1C=CC(=C(C1)NS(=O)(=O)C)O N-(5-(6-(4-bromo-6-(trifluoromethyl)pyridin-3-yl)-1-oxo-3,4-dihydroisoquinolin-2(1H)-yl)-2-hydroxyphenyl)methanesulfonamide